C(C)(C)OC1=CC=C(C=C1)C(CC(=O)OC)NC1[C@@H]2CN(C[C@H]12)CCCC1=CC=C2CCCN(C2=N1)C(=O)[O-] 7-(3-((1R,5S,6s)-6-((1-(4-isopropoxyphenyl)-3-methoxy-3-oxopropyl)amino)-3-Azabicyclo[3.1.0]hex-3-yl)propyl)-3,4-dihydro-1,8-naphthyridine-1(2H)-carboxylate